(±)-N-(2,4-dimethoxybenzyl)-7-methoxy-2-(1-phenylpiperidin-3-yl)-[1,2,4]triazolo[1,5-c]quinazolin-5-amine COC1=C(CNC2=NC=3C(=CC=CC3C=3N2N=C(N3)[C@H]3CN(CCC3)C3=CC=CC=C3)OC)C=CC(=C1)OC |r|